tert-butyl 3'-fluoro-1'-(2-fluoro-4-nitrophenyl)-[1,4'-bipiperidine]-4-carboxylate FC1CN(CCC1N1CCC(CC1)C(=O)OC(C)(C)C)C1=C(C=C(C=C1)[N+](=O)[O-])F